t-butyl n-hexanoate C(CCCCC)(=O)OC(C)(C)C